8-bromo-2,6-dichloro-3-methyl-quinoline-4-carbonyl chloride BrC=1C=C(C=C2C(=C(C(=NC12)Cl)C)C(=O)Cl)Cl